C(C1=CC=CC=C1)NC(=O)[C@@H]1CC12CCN(CC2)C(=O)[O-] (R)-1-(benzylcarbamoyl)-6-azaspiro[2.5]octane-6-carboxylate